O1N=CCC1C(=O)[O-] 4H-isoxazole-5-carboxylate